5-[3-[3-[4-[4-amino-3-(4-phenoxyphenyl)pyrazolo[3,4-d]pyrimidin-1-yl]-1-piperidyl]azetidin-1-yl]azetidin-1-yl]-2-[(3S)-2,6-dioxo-3-piperidyl]isoindoline-1,3-dione NC1=C2C(=NC=N1)N(N=C2C2=CC=C(C=C2)OC2=CC=CC=C2)C2CCN(CC2)C2CN(C2)C2CN(C2)C=2C=C1C(N(C(C1=CC2)=O)[C@@H]2C(NC(CC2)=O)=O)=O